C(C)(C)(C)OC(=O)N1CC2(CC2)CC1C(=O)O 5-(tert-butyloxycarbonyl)-5-azaspiro[2.4]heptane-6-carboxylic acid